3-(N-(4-bromophenyl)sulfamoyl)-N-(2-(2,6-dimethylmorpholino)ethyl)benzamide BrC1=CC=C(C=C1)NS(=O)(=O)C=1C=C(C(=O)NCCN2CC(OC(C2)C)C)C=CC1